N-(4-chloro-3-cyanophenyl)-2-(4-((1-(2-(2,6-dioxopiperidin-3-yl)-1,3-dioxoisoindolin-5-yl)azetidin-3-yl)ethynyl)-1H-pyrazol-1-yl)-2-methylpropanamide ClC1=C(C=C(C=C1)NC(C(C)(C)N1N=CC(=C1)C#CC1CN(C1)C=1C=C2C(N(C(C2=CC1)=O)C1C(NC(CC1)=O)=O)=O)=O)C#N